N-(2-oxopyrrolidin-1-yl)pyrazolo[4,3-c]quinoline-8-carboxamide O=C1N(CCC1)NC(=O)C=1CC2=C3C(C=NC2=CC1)=CN=N3